8-(8-azabicyclo[3.2.1]oct-3-yloxy)-4-[(2R)-3-(3,4-dihydro-1H-isoquinolin-2-yl)-2-hydroxy-propyl]-2,3-dihydro-1,4-benzoxazepin-5-one dihydrochloride Cl.Cl.C12CC(CC(CC1)N2)OC2=CC1=C(C(N(CCO1)C[C@@H](CN1CC3=CC=CC=C3CC1)O)=O)C=C2